N-(6'-(hydroxymethyl)-6-methoxy-[2,3'-bipyridyl]-5-yl)-5-methyl-3-phenylisoxazole-4-carboxamide OCC1=CC=C(C=N1)C1=NC(=C(C=C1)NC(=O)C=1C(=NOC1C)C1=CC=CC=C1)OC